2-((S)-1-((Z)-2-fluoro-3-(thiazol-2-yl)acryloyl)-4-(8-fluoro-7-(3-hydroxynaphthalen-1-yl)-2-(((S)-1-methylpyrrolidin-2-yl)methoxy)quinazolin-4-yl)piperazin-2-yl)acetonitrile F\C(\C(=O)N1[C@H](CN(CC1)C1=NC(=NC2=C(C(=CC=C12)C1=CC(=CC2=CC=CC=C12)O)F)OC[C@H]1N(CCC1)C)CC#N)=C/C=1SC=CN1